CS(=O)(C)=NC1=CC=CC(=N1)SCCC 3-((6-((dimethyl(oxo)-λ6-sulfanylidene)amino)pyridin-2-yl)sulfanyl)propane